Cl.NCC1=CC=C(C=C1)NC(CC1=CC=2NC3=CC(=CC=C3C2C=C1)F)=O N-(4-(aminomethyl)phenyl)-2-(7-fluoro-9H-carbazol-2-yl)acetamide hydrochloride